ethyl 2-ethylsulfanyl-4-(methylamino)-5-nitrobenzoate C(C)SC1=C(C(=O)OCC)C=C(C(=C1)NC)[N+](=O)[O-]